O=C1N(CCC(N1)=O)C=1C=C(OCC(=O)NCCC2CCN(CC2)C(=O)OC(C)(C)C)C=CC1 tert-butyl 4-(2-(2-(3-(2,4-dioxotetrahydropyrimidin-1(2H)-yl)phenoxy)acetamido)ethyl)piperidine-1-carboxylate